C(C1=CC=CC=C1)[C@@H](C(=O)NC1=CC=C(C=C1)C=1C(=NNC1C)C)NC(=O)C=1N(N=CC1)C N-[(1S)-1-benzyl-2-[4-(3,5-dimethyl-1H-pyrazol-4-yl)anilino]-2-oxo-ethyl]-2-methyl-pyrazole-3-carboxamide